FC1(CCN(CCC1)C1=NC(=C(C=C1C=1NC(=CC(C1C(=O)OCC)=O)C)C)C(F)(F)F)F Ethyl 2-[2-(4,4-difluoroazepan-1-yl)-5-methyl-6-(trifluoromethyl)-3-pyridyl]-6-methyl-4-oxo-1H-pyridine-3-carboxylate